(2'R)-((((2,2'-dimethyl-[1,1'-biphenyl]-3,3'-diyl)bis([1,2,4]triazolo[4,3-a]pyridine-7,3-diyl))bis(4,1-phenylene))bis(methylene))di-D-proline CC1=C(C=CC=C1C1=CC=2N(C=C1)C(=NN2)C2=CC=C(C=C2)CN2[C@H](CCC2)C(=O)O)C2=C(C(=CC=C2)C2=CC=1N(C=C2)C(=NN1)C1=CC=C(C=C1)CN1[C@H](CCC1)C(=O)O)C